4-methylthiazole-5-carboxylic acid propyl ester formate salt C(=O)O.C(CC)OC(=O)C1=C(N=CS1)C